N1N=CC(=C1)N1CC2COCC(C1)N2C(=O)OC(C)(C)C tert-butyl 7-(1H-pyrazol-4-yl)-3-oxa-7,9-diazabicyclo[3.3.1]nonane-9-carboxylate